BrC1=CN=C2C(=N1)N(C(=C2)C2(CC2)C(F)(F)F)C 3-Bromo-5-methyl-6-[1-(trifluoromethyl)cyclopropyl]pyrrolo[2,3-b]pyrazine